tin succinate C(CCC(=O)[O-])(=O)[O-].[Sn+4].C(CCC(=O)[O-])(=O)[O-]